FC1(CCN(CC1)C1=C(C=CC=C1)NS(=O)(=O)C=1SC=C(C1)S(=O)(=O)N(C)C)F N2-[2-(4,4-difluoro-1-piperidyl)phenyl]-N4,N4-dimethylthiophene-2,4-disulfonamide